O1C=C(C=C1)C=1C=C2C3=C(N(C2=CC1OC)C)C(=NC=C3)C 6-(furan-3-yl)-7-methoxyl-1,9-dimethyl-9H-pyrido[3,4-b]indole